N-(6-aminohexyl)-2-(2,6-dioxopiperidin-3-yl)-1,3-dioxoisoindoline-5-carboxamide NCCCCCCNC(=O)C=1C=C2C(N(C(C2=CC1)=O)C1C(NC(CC1)=O)=O)=O